COC1=CC=C(CN2C(=CC=3C2=NC(=C(C3)S(=O)(=O)C)NC3=C(N=NC=C3)C(=O)NC([2H])([2H])[2H])C)C=C1 4-((1-(4-methoxybenzyl)-2-methyl-5-(methylsulfonyl)-1H-pyrrolo[2,3-b]pyridin-6-yl)amino)-N-(methyl-d3)pyridazine-3-carboxamide